3-(3-(benzyloxy)-4-methoxyphenyl)propanal C(C1=CC=CC=C1)OC=1C=C(C=CC1OC)CCC=O